C(C=1C(C(=O)O)=CC=CC1)(=O)OCCOC(C=C)=O acryloyl-oxyethyl hydrogen phthalate